N1(CCNCC1)C1=CC=CC(=N1)N1C=NC(=C1)C(=O)N 1-(6-(Piperazin-1-yl)pyridin-2-yl)-1H-imidazole-4-carboxamide